CN(CCC1=CNC2=CC=CC(=C12)OC(CCCCC(=O)O)=O)C 6-((3-(2-(dimethylamino)ethyl)-1H-indol-4-yl)oxy)-6-oxohexanoic acid